FC(CN1C(=NC2=C1C=CC=C2)C2=CC(=C(C=C2)OC)OC)F 1-(2,2-difluoroethyl)-2-(3,4-dimethoxyphenyl)-1H-benzo[d]imidazole